ClC1=C(C=CC=2N1C=CN2)SC2=NC=C(N=C2)Cl 5-chloro-6-((5-chloropyrazin-2-yl)thio)imidazo[1,2-a]pyridine